(R)-4-(2,2-difluoro-7-((5-methoxy-7-methyl-1H-indol-4-yl)methyl)-7-azaspiro[3.5]nonan-6-yl)-3-((2-methoxyethyl)amino)benzoic acid FC1(CC2(C1)C[C@@H](N(CC2)CC2=C1C=CNC1=C(C=C2OC)C)C2=C(C=C(C(=O)O)C=C2)NCCOC)F